tert-butyl N-(2-{[(3-{5-[(tert-butyldimethylsilyl) oxy]-4,4-dimethylcyclohex-1-en-1-yl}-1-(oxacyclohex-2-yl)-1H-pyrazol-4-yl) methyl] (methyl) amino} ethyl)-N-methylcarbamate [Si](C)(C)(C(C)(C)C)OC1C(CC=C(C1)C1=NN(C=C1CN(CCN(C(OC(C)(C)C)=O)C)C)C1OCCCC1)(C)C